C(C=C)(=O)N1CC2(C1)CN(CC2)C2=NC(=NC(=C2C#N)N2C(C(=CC=C2)N)=O)OC[C@H]2N(CCC2)C (S)-4-(2-acryloyl-2,6-diazaspiro[3.4]octan-6-yl)-6-(3-amino-2-oxopyridin-1(2H)-yl)-2-((1-methylpyrrolidin-2-yl)methoxy)pyrimidine-5-carbonitrile